N[C@@H]1COCC[C@H]1C1=C(C2=NC(=CC(=C2S1)NCC1=CC=CC=C1)Cl)Cl 2-((3s,4r)-3-aminotetrahydro-2H-pyran-4-yl)-N-benzyl-3,5-dichlorothieno[3,2-b]pyridin-7-amine